CC1(OB(OC1(C)C)C1C2CN(CC12)C(=O)[O-])C 6-(4,4,5,5-tetramethyl-1,3,2-dioxaborolan-2-yl)-3-azabicyclo[3.1.0]hexane-3-carboxylate